3-(2-(dimethylamino)phenyl)-5-(4-(1-ethyl-4-(trifluoromethyl)-1H-imidazol-2-yl)benzyl)pyrrole CN(C1=C(C=CC=C1)C1=CNC(=C1)CC1=CC=C(C=C1)C=1N(C=C(N1)C(F)(F)F)CC)C